tert-butyl 3-(4-((1H-1,2,3-triazol-1-yl)methyl)benzyl)-2-oxo-2,3-dihydro-1H-benzo[d]imidazole-1-carboxylate N1(N=NC=C1)CC1=CC=C(CN2C(N(C3=C2C=CC=C3)C(=O)OC(C)(C)C)=O)C=C1